ClC=1C=C2C(N(C(=NC2=C(C1)[C@@H](C)N[S@](=O)C(C)(C)C)C1CCOCC1)C1CC1)=O (R)-N-[(1R)-1-(6-chloro-3-cyclopropyl-4-oxo-2-tetrahydropyran-4-yl-quinazolin-8-yl)ethyl]-2-methyl-propane-2-sulfinamide